(R)-4-chloro-5-(3-((4-(3,5-dimethyl-1-(2-(pyrrolidin-1-yl)ethyl)-1H-pyrazol-4-yl)-6-fluoropyridin-2-yl)oxy)pyrrolidin-1-yl)pyridazin-3(2H)-one ClC=1C(NN=CC1N1C[C@@H](CC1)OC1=NC(=CC(=C1)C=1C(=NN(C1C)CCN1CCCC1)C)F)=O